7-Bromo-2-(tert-butyl)-4-phenyl-5-(propan-2-ylidene)-5H-benzo[d][1,3]diazepine BrC1=CC2=C(N=C(N=C(C2=C(C)C)C2=CC=CC=C2)C(C)(C)C)C=C1